NC1CN(C1)C1=NC=2N(C(=C1)N(C(OC(C)(C)C)=O)CC1=CC=C(C=C1)C1=NC=CC=C1)N=CC2C2CC2 tert-butyl (5-(3-aminoazetidin-1-yl)-3-cyclopropylpyrazolo[1,5-a]pyrimidin-7-yl)(4-(pyridin-2-yl)benzyl)carbamate